lithium (4-(bicyclo[4.2.0]octa-1,3,5-trien-3-yl)-2,3,5,6-tetrafluorophenyl)tris(2,3,5,6-tetrafluoro-4-(trifluoromethyl)phenyl)borate C12=CC(=CC=C2CC1)C1=C(C(=C(C(=C1F)F)[B-](C1=C(C(=C(C(=C1F)F)C(F)(F)F)F)F)(C1=C(C(=C(C(=C1F)F)C(F)(F)F)F)F)C1=C(C(=C(C(=C1F)F)C(F)(F)F)F)F)F)F.[Li+]